C(C)(C)(C)N1N=CC(=C1)C(=O)NCC1=CC=C(C=C1)C1=NC(=CC=2N1C=CN2)C=2C=NN(C2)C 1-(tert-butyl)-N-(4-(7-(1-methyl-1H-pyrazol-4-yl)imidazo[1,2-c]pyrimidin-5-yl)benzyl)-1H-pyrazole-4-carboxamide